[Br-].Br[P+](N1CCCC1)(N1CCCC1)N1CCCC1 bromo-tris(pyrrolidino)phosphonium bromide